5-(3,5-dihydroxyphenyl)valeric acid OC=1C=C(C=C(C1)O)CCCCC(=O)O